C(C)(C)(C)OC(NC=1C(=C(C=C2C=CN=CC12)C=1C=NC=CC1C)F)=O 7-fluoro-6-(4-methylpyridin-3-yl)isoquinolin-8-ylcarbamic acid tert-butyl ester